2-(3-(3-hydroxyazetidin-3-yl)benzoyl)-2-azabicyclo[3.1.0]hexane-3-carboxamide OC1(CNC1)C=1C=C(C(=O)N2C3CC3CC2C(=O)N)C=CC1